(R)-2-((S)-5-fluoro-1,3-dihydroisobenzofuran-1-yl)pyrrolidine FC=1C=C2CO[C@@H](C2=CC1)[C@@H]1NCCC1